propionic acid 5-hydroxy-2,2,4,4-tetramethylpentyl ester OCC(CC(COC(CC)=O)(C)C)(C)C